C(C1=CC=CC=C1)N1CC(OC(=C1)C)C 4-benzyl-3,4-dihydro-2,6-dimethyl-2H-1,4-oxazine